(S)-3-(4,4,5,5-tetramethyl-1,3,2-dioxaborolan-2-yl)-5,6,7,8-tetrahydroindolizin-8-ol CC1(OB(OC1(C)C)C1=CC=C2[C@H](CCCN12)O)C